ClC1=NC=CC(=C1F)CC=1C(=C(C=NC1)N)C 5-[(2-chloro-3-fluoro-4-pyridinyl)methyl]-4-methyl-pyridin-3-amine